COC=1C=C(C=CC1OC)\C(=C/C(=O)N1CCOCC1)\C1=CC=C(C=C1)F (2Z)-3-(3,4-Dimethoxyphenyl)-3-(4-fluorophenyl)-1-(4-morpholinyl)-2-propen-1-one